t-amylphenol C(C)(C)(CC)C1=C(C=CC=C1)O